FC1(CCN(CC1)C(=O)C1=CC=2C3C(CN(C2N=C1)C1=CC=C2C(N(C4(C2=C1)CC4)C)=O)C3)F 6'-(6-(4,4-difluoropiperidine-1-carbonyl)-1,1a,2,7b-tetrahydro-3H-cyclopropa[c][1,8]naphthyridin-3-yl)-2'-methylspiro[cyclopropane-1,1'-isoindolin]-3'-one